methyl (1R,3S)-1-(4-bromo-3-fluorobenzyl)-3-(methylsulfonamido)cyclopentane-1-carboxylate BrC1=C(C=C(C[C@]2(C[C@H](CC2)NS(=O)(=O)C)C(=O)OC)C=C1)F